8-bromo-2-(5-chloro-1,3-dihydro-isoindol-2-yl)-3,6-dimethylquinazolin-4-one BrC=1C=C(C=C2C(N(C(=NC12)N1CC2=CC=C(C=C2C1)Cl)C)=O)C